N4-(5-(1-(2-oxa-6-azaspiro[3.3]heptan-6-yl)ethyl)pyridin-2-yl)-N6-(4-methoxy-3-(methylsulfonyl)pyridin-2-yl)pyrimidine-4,6-diamine C1OCC12CN(C2)C(C)C=2C=CC(=NC2)NC2=NC=NC(=C2)NC2=NC=CC(=C2S(=O)(=O)C)OC